ClC=1C=CC2=C(N(C(C(N2C)=O)=O)C2CCN(CC2)C2=NC=C(C=N2)C(=O)NCC)N1 2-(4-(6-chloro-1-methyl-2,3-dioxo-2,3-dihydropyrido[2,3-b]pyrazin-4(1H)-yl)piperidin-1-yl)-N-ethylpyrimidine-5-carboxamide